ClC1=C(C=C(C(=O)NC2=CC(=CC=C2)C(=O)C=2C=C3N=C(C=NC3=CC2)C=2C=NN(C2)C)C=C1)C(F)(F)F 4-chloro-N-(3-(3-(1-methyl-1H-pyrazol-4-yl)quinoxaline-6-carbonyl)phenyl)-3-(trifluoromethyl)benzamide